The molecule is a monocarboxylic acid anion that is the conjugate base of (R)-lorglumide, obtained by deprotonation of the carboxy group. It is a conjugate base of a (R)-lorglumide. It is an enantiomer of a (S)-lorglumide(1-). CCCCCN(CCCCC)C(=O)[C@@H](CCC(=O)[O-])NC(=O)C1=CC(=C(C=C1)Cl)Cl